C(=C)O[C@@H]1CC[C@H](CC1)N1C(C2=CC=CC=C2C1=O)=O 2-[trans-4-(ethenyloxy)cyclohexyl]isoindole-1,3-dione